C(C)(C)(C)C1[C@](N(CC[C@@]1(C(=O)O)CC1=NC(=CC(=C1F)C(C)(C)O)Cl)C(=O)O)(C)C(C)(C)C di-tert-butyl-(2R,4R)-4-((6-chloro-3-fluoro-4-(2-hydroxypropan-2-yl)pyridin-2-yl)methyl)-2-methylpiperidine-1,4-dicarboxylic acid